tert-butyl 4-[4-benzyloxy-1-(2,6-dibenzyloxy-3-pyridyl)-3-methyl-2-oxo-benzimidazol-5-yl]-3,6-dihydro-2H-pyridine-1-carboxylate C(C1=CC=CC=C1)OC1=C(C=CC=2N(C(N(C21)C)=O)C=2C(=NC(=CC2)OCC2=CC=CC=C2)OCC2=CC=CC=C2)C=2CCN(CC2)C(=O)OC(C)(C)C